FC(C1=NN=C(O1)C1=CC=C(C=C1)[C@@H](C)N1N=NC(=C1)C=1C=CC(=NC1)N)F (R)-5-(1-(1-(4-(5-(difluoromethyl)-1,3,4-oxadiazol-2-yl)phenyl)ethyl)-1H-1,2,3-triazol-4-yl)pyridin-2-amine